ClC=1C(N(N=CC1OCC=1C=NC(=CC1)I)CC(C)(C)Cl)=O 4-chloro-2-(2-chloro-2-methyl-propyl)-5-(6-iodo-3-pyridylmethoxy)pyridazine-3(2H)one